C(C)(C)(C)OC(=O)NN1C(CCCC1=O)=O tertbutoxycarbonylamino-2,6-dioxopiperidine